2-(3,5-dimethylisoxazol-4-yl)acrylamide CC1=NOC(=C1C(C(=O)N)=C)C